1-Decyl-3-propylpyridinium acetat C(C)(=O)[O-].C(CCCCCCCCC)[N+]1=CC(=CC=C1)CCC